9-Bromo-1-nonene BrCCCCCCCC=C